ethyl 3-(1-isopropyl-4-((1-(3,4,5-trimethoxyphenyl)-1H-imidazol-4-yl)amino)-1H-pyrazolo[3,4-d]pyrimidin-6-yl)butanoate C(C)(C)N1N=CC=2C1=NC(=NC2NC=2N=CN(C2)C2=CC(=C(C(=C2)OC)OC)OC)C(CC(=O)OCC)C